OC1=C(C=CC=C1C1=CC(=NO1)N1CCNCC1)C1CC=NC2=C(O1)C=CC=C2 (2-Hydroxy-3-(3-(piperazin-1-yl)isoxazol-5-yl)phenyl)-2,3-dihydrobenzo[b][1,4]oxazepin